6-((1-propenylpiperidin-3-yl)(ethyl)amino)-7-fluoro-4-(1-methyl-1H-pyrazol-4-yl)-1H-pyrrolo[3,4-c]pyridin-3(2H)-one C(=CC)N1CC(CCC1)N(C1=C(C2=C(C(=N1)C=1C=NN(C1)C)C(NC2)=O)F)CC